NC1CCC(CC1)C=1C=C2CCN(CC2=C(C1)N1CCCC2=CC(=C(C=C12)C(F)F)C=1C=NN(C1)C)C(=O)NC 6-(4-aminocyclohexyl)-8-(7-(difluoromethyl)-6-(1-methyl-1H-pyrazol-4-yl)-3,4-dihydroquinolin-1(2H)-yl)-N-methyl-3,4-dihydroisoquinoline-2(1H)-carboxamide